(S)-6-(2-((2H-1,2,3-Triazol-2-yl)methyl)acryloyl)-4-(2-(1-ethyl-3-(trifluoromethyl)-1H-pyrazol-4-yl)phenyl)-4,5,6,7-tetrahydrothieno[2,3-c]pyridine-2-carbonitrile N=1N(N=CC1)CC(C(=O)N1CC2=C([C@@H](C1)C1=C(C=CC=C1)C=1C(=NN(C1)CC)C(F)(F)F)C=C(S2)C#N)=C